tert-butyl (2-(4-((4S,5R)-4,5-bis(4-chlorophenyl)-2-(2-isopropoxy-4-methoxyphenyl)-4,5-dihydro-1H-imidazole-1-carbonyl)-2-oxopiperazin-1-yl)ethyl)carbamate ClC1=CC=C(C=C1)[C@@H]1N=C(N([C@@H]1C1=CC=C(C=C1)Cl)C(=O)N1CC(N(CC1)CCNC(OC(C)(C)C)=O)=O)C1=C(C=C(C=C1)OC)OC(C)C